(1R,3R)-N,N-dibenzyl-3-(2-methoxyethoxy)cyclopentan-1-amine C(C1=CC=CC=C1)N([C@H]1C[C@@H](CC1)OCCOC)CC1=CC=CC=C1